1-(2-(trifluoromethyl)pyridin-4-yl)ethanol tert-butyl-4-(4-(2-(4-methoxyphenyl)-6-methoxybenzo[b]thiophene-3-carbonyl)phenyl)piperazine-1-carboxylate C(C)(C)(C)C1N(CCN(C1)C1=CC=C(C=C1)C(=O)C=1C2=C(SC1C1=CC=C(C=C1)OC)C=C(C=C2)OC)C(=O)OC(C)C2=CC(=NC=C2)C(F)(F)F